ethyl 8-bromo-5-(2-sulfanylethoxy)indolizine-2-carboxylate BrC1=CC=C(N2C=C(C=C12)C(=O)OCC)OCCS